BrCC(=O)C1=NC(=NC(=C1)C)N1CCC(CC1)(F)F 2-bromo-1-(2-(4,4-difluoropiperidin-1-yl)-6-methylpyrimidin-4-yl)ethan-1-one